BrC=1C=C(C=CC1)C=1N=C(SC1)NC(=O)[C@H]1N(CC1)C(=O)C=1C=CC2=C(S(CCOC2)(=O)=O)C1 (S)-N-(4-(3-bromophenyl)thiazol-2-yl)-1-(1,1-dioxido-2,3-dihydro-5H-benzo[e][1,4]oxathiepine-8-carbonyl)azetidine-2-carboxamide